NC=1C=2N(C(=CN1)C)C(=NC2C2=CC(=C(C=C2)NC(C(O)C2=CC(=CC=C2)F)=O)F)C N-(4-(8-amino-3,5-dimethyl-imidazo[1,5-a]pyrazin-1-yl)-2-fluorophenyl)-2-(3-fluorophenyl)-2-hydroxy-acetamide